((1R,5S,6s)-6-((4-(2-aminopropan-2-yl)-6-(4-fluorophenyl)pyridin-2-yl)oxy)-3-azabicyclo[3.1.0]hexan-3-yl)(1-methyl-3-(thiazol-2-yl)-1H-pyrazol-5-yl)methanone NC(C)(C)C1=CC(=NC(=C1)C1=CC=C(C=C1)F)OC1[C@@H]2CN(C[C@H]12)C(=O)C1=CC(=NN1C)C=1SC=CN1